COC1=C(C=C(C=C1)CC(=O)O)C 2-(4-methoxy-3-methylphenyl)acetic acid